C(C1=CC=CC=C1)OCC1(COC1)CC 3-[(benzyloxy)methyl]-3-ethyl-oxetane